FC1=C(C(=CC(=C1)CN[C@H]1CN(CCC1)S(=O)(=O)C1=CC(=CC=C1)F)O)N1CC(NS1(=O)=O)=O 5-[2-fluoro-4-[[[(3R)-1-(3-fluorophenyl)sulfonyl-3-piperidinyl]amino]methyl]-6-hydroxy-phenyl]-1,1-dioxo-1,2,5-thiadiazolidin-3-one